O1CC(C1)NC=1C(NC=C2C1N=CN=C2)=O 8-(oxetan-3-ylamino)pyrido[4,3-d]pyrimidin-7(6H)-one